N-(2-(4-(4-cyclopropyl-1,4-diazepane-1-yl)piperidine-1-yl)-5-((6-((R)-3-(2,5-difluorophenyl)isoxazolidine-2-yl)pyrimidine-4-yl)amino)-4-methoxyphenyl)acrylamide C1(CC1)N1CCN(CCC1)C1CCN(CC1)C1=C(C=C(C(=C1)OC)NC1=NC=NC(=C1)N1OCC[C@@H]1C1=C(C=CC(=C1)F)F)NC(C=C)=O